C(C)(C)(C)OC(=O)N1CC2(C1)CCC(CC2)OC2=NC=C(C=C2C)C 7-((3,5-dimethylpyridin-2-yl)oxy)-2-azaspiro[3.5]Nonane-2-carboxylic acid tert-butyl ester